2-(4'-chlorospiro[cyclopropane-1,5'-pyrrolo[2,3-d]pyrimidin]-7'(6'H)-yl)isonicotinonitrile ClC=1C2=C(N=CN1)N(CC21CC1)C=1C=C(C#N)C=CN1